C1(CC1)C1=NOC(=N1)C12CCC(CC1)(CC2)CN(C(=O)C2CCC(CC2)(F)F)C2=CC(=CC=C2)C2=CN=C(O2)C2CC2 N-((4-(3-cyclopropyl-1,2,4-oxadiazol-5-yl)bicyclo[2.2.2]octan-1-yl)methyl)-N-(3-(2-cyclopropyloxazol-5-yl)phenyl)-4,4-difluorocyclohexane-1-carboxamide